4-(3-bromo-5-nitrophenyl)morpholine BrC=1C=C(C=C(C1)[N+](=O)[O-])N1CCOCC1